N-[2,4-Difluoro-3-[5-[4-(1H-tetrazol-5-yl)phenyl]-1H-pyrazolo[3,4-b]pyridin-3-carbonyl]phenyl]propan-1-sulfonamid FC1=C(C=CC(=C1C(=O)C1=NNC2=NC=C(C=C21)C2=CC=C(C=C2)C2=NN=NN2)F)NS(=O)(=O)CCC